calcium-manganese oxide [O-2].[Mn+2].[Ca+2].[O-2]